2-(4-(7-isopropyl-1-methyl-2,3-dioxo-2,3-dihydropyrido[2,3-b]pyrazin-4(1H)-yl)piperidin-1-yl)pyrimidine-5-carbonitrile C(C)(C)C1=CC2=C(N(C(C(N2C)=O)=O)C2CCN(CC2)C2=NC=C(C=N2)C#N)N=C1